OC1=CC=C2CCN(CC2=C1)C(=O)OC(C)(C)C tert-butyl 7-hydroxy-1,2,3,4-tetrahydroisoquinoline-2-carboxylate